bromo-2-methyl-4-oxopiperidine-1-carboxylic acid tert-butyl ester C(C)(C)(C)OC(=O)N1C(CC(CC1)=O)(C)Br